S1N=C(C2=C1C=CC=C2)N2CCN(CC2)C[C@H]2[C@@H](CCCC2)CN2C([C@H]1[C@@H]3CC[C@H]([C@H]1C2=O)C3)=O (3aR,4S,7R,7aS)-2-{(1R,2R)-2-[4-(1,2-benzisothiazol-3-yl)piperazin-1-ylmethyl]cyclohexylmethyl}hexahydro-4,7-methano-2H-isoindole-1,3-dione